ClC=1C(=C(C=CC1)NC1=NC=CC2=CC=C(C=C12)NC(CCCN1CCCCC1)=O)F N-(1-((3-chloro-2-fluorophenyl)amino)isoquinolin-7-yl)-4-(piperidin-1-yl)butanamide